[NH4+].CS(=O)(=O)[O-] methanesulfonic acid ammonium salt